FC1=C(C(=C(C(=C1[B-](C1=C(C(=C(C(=C1F)F)F)F)F)(C1=C(C(=C(C(=C1F)F)F)F)F)C1=C(C(=C(C(=C1F)F)F)F)F)F)F)F)F.C1(=CC=CC=C1)[PH2+]C1=CC=CC=C1 diphenylphosphonium tetrakis(pentafluorophenyl)borate